(3-amino-5-(2-bromophenyl)benzo[e][1,2,4]Triazin-8-yl)carbamic acid tert-butyl ester C(C)(C)(C)OC(NC1=CC=C(C=2N=C(N=NC21)N)C2=C(C=CC=C2)Br)=O